5'-O-([2-(Carboxyl)phenyl]3-(3-hydroxyphenyl)propanoyl)adenosine C(=O)(O)C1=C(C=CC=C1)C(CC(=O)OC[C@@H]1[C@H]([C@H]([C@@H](O1)N1C=NC=2C(N)=NC=NC12)O)O)C1=CC(=CC=C1)O